CCCCCCCCCCCCCCCCCCC[C@@H](CC(=O)SCCNC(=O)CCNC(=O)[C@@H](C(C)(C)COP(=O)(O)OP(=O)(O)OC[C@@H]1[C@H]([C@H]([C@@H](O1)N2C=NC3=C(N=CN=C32)N)O)OP(=O)(O)O)O)O The molecule is a 3-hydroxydocosanoyl-CoA that results from the formal condensation of the thiol group of coenzyme A with the carboxy group of (3S)-hydroxydocosanoic acid. It is a 3-hydroxydocosanoyl-CoA and a long-chain (3S)-hydroxy fatty acyl-CoA. It is a conjugate acid of a (3S)-3-hydroxydocosanoyl-CoA(4-).